ClC=1C=C(C(=NC1)N1C([C@@](N(C(C1)=O)CC1=CC=C(C=C1)C(F)(F)F)(C)C(F)F)=O)F (S)-1-(5-chloro-3-fluoro-pyridin-2-yl)-3-(difluoro-methyl)-3-methyl-4-(4-(trifluoromethyl)benzyl)-piperazine-2,5-dione